N1=CC(=CC=C1)CCNC(=O)C1=NNC2=CC=CC=C12 N-(2-(pyridin-3-yl)ethyl)-1H-indazole-3-carboxamide